(E)-2-bromo-4-nitro-1-(prop-1-en-1-yl)benzene BrC1=C(C=CC(=C1)[N+](=O)[O-])\C=C\C